C(C)OC(=O)[C@H]1CN(CCC1)C(=O)C1=CC2=C(C(C=3C(=NSN3)C2=O)=O)S1 (R)-1-(4,8-dioxo-4,8-dihydrothieno[2',3':4,5]benzo[1,2-c][1,2,5]thiadiazole-6-carbonyl)piperidine-3-carboxylic acid ethyl ester